C[Si](/N=C(\C)/O[Si](C)(C)C)(C)C trimethylsilyl (E)-N-(trimethylsilyl)acetimidate